C(C1=CC=CC=C1)OCC1=NN(C(N1CC)=O)C=1C=C2C=CN=C(C2=C(C1)O[C@H](C(F)(F)F)C)OC1=C(C(=NC=C1C)OC)Cl (S)-3-((Benzyloxy)methyl)-1-(1-((3-chloro-2-methoxY-5-methylpYridin-4-yl)oxy)-8-((1,1,1-trifluoropropan-2-yl)oxy)isoquinolin-6-yl)-4-ethyl-1H-1,2,4-triazol-5(4H)-one